5H-furo[3,4-d]pyrimidine N1=CN=CC2=C1COC2